NC1=C2C(=NC=N1)N(N=C2C2=CC=C(C=C2)OC2=CC=CC=C2)C2CCN(CC2)CCCC=2C=C1CN(C(C1=CC2)=O)C2C(NC(CC2)=O)=O 3-(5-(3-(4-(4-amino-3-(4-phenoxyphenyl)-1H-pyrazolo[3,4-d]pyrimidin-1-yl)piperidin-1-yl)propyl)-1-oxoisoindolin-2-yl)piperidine-2,6-dione